15-(3-(3,4-difluorophenyl)ureido)pentadecanoic acid FC=1C=C(C=CC1F)NC(NCCCCCCCCCCCCCCC(=O)O)=O